3-[2-hydroxy-5-nitrobenzylthio]propanoic acid OC1=C(CSCCC(=O)O)C=C(C=C1)[N+](=O)[O-]